C(C=C)OC1CCC(CC1)C1=CC=2N(N=C3C2[C@H]2C4=C(C(N([C@@H]3C2)C)=O)C=CC=C4OC(F)F)C=C1 (7R,14S)-12-(4-(allyloxy)cyclohexyl)-1-(difluoromethoxy)-6-methyl-6,7-dihydro-7,14-methanobenzo[c]pyrido[1',2':1,5]pyrazolo[4,3-f]azocin-5(14H)-one